N-(3,3-difluorocyclobutyl)-5-(4-((trans-4-morpholinocyclohexyl)amino)-7H-pyrrolo[2,3-d]pyrimidin-5-yl)pyrazolo[1,5-a]pyridine-3-carboxamide FC1(CC(C1)NC(=O)C=1C=NN2C1C=C(C=C2)C2=CNC=1N=CN=C(C12)N[C@@H]1CC[C@H](CC1)N1CCOCC1)F